FC1CN(CCC1OC=1C=C2C(=NC=NC2=CC1OC)NC1=C(C=CC(=C1)C=1SC=CC1)OC)C(C=C)=O 1-(3-fluoro-4-((7-methoxy-4-((2-methoxy-5-(thiophen-2-yl)phenyl)amino)quinazolin-6-yl)oxy)piperidin-1-yl)prop-2-en-1-one